C(CCS(=O)(=O)OCC)S(=O)(=O)OCC Diethyl 1,3-propanedisulfonate